bromo-1-((2-(trimethylsilyl)ethoxy)methyl)-1H-pyrazole-3-carboxylic acid BrC=1C(=NN(C1)COCC[Si](C)(C)C)C(=O)O